2,6-dichloro-4-hydroxybenzoyl chloride ClC1=C(C(=O)Cl)C(=CC(=C1)O)Cl